(S)-4-((5-fluoropyridin-3-yl)oxy)-N-(7-((1-hydroxycyclobutyl)ethynyl)-5-methyl-4-oxo-2,3,4,5-tetrahydrobenzo[b][1,4]oxazepin-3-yl)pyridineamide FC=1C=C(C=NC1)OC1=CC(=NC=C1)C(=O)N[C@@H]1C(N(C2=C(OC1)C=CC(=C2)C#CC2(CCC2)O)C)=O